ClC1=CC=C(C=C1)[C@@H](CCNC(=O)C=1C(=NC=C(C1)C=1C=CC=2N(N1)C=C(N2)NC(CN2CC(C2)(F)F)=O)C)O N-[(3R)-3-(4-chlorophenyl)-3-hydroxypropyl]-5-{2-[2-(3,3-difluoroazetidin-1-yl)acetamido]imidazo[1,2-b]pyridazin-6-yl}-2-methylpyridine-3-carboxamide